CC1=C(C#N)C=CC=C1 methyl-benzonitrile